OCCS(=O)(=O)NC1=CC(=C(C(=O)NC2=CC=C3C=NN(C3=C2)CCC(F)(F)F)C=C1)N1CCC2(CC2)CC1 4-((2-hydroxyethyl)sulfonamido)-2-(6-azaspiro[2.5]octan-6-yl)-N-(1-(3,3,3-trifluoropropyl)-1H-indazol-6-yl)benzamide